2,5-dibromo-3-carboxythiophene BrC=1SC(=CC1C(=O)O)Br